C(C1=CC=CC=C1)C1N(CC=2C=CC(=NC2C1)S(=O)(=O)[O-])C(=O)OC(C)(C)C.[Na+] sodium 7-benzyl-6-(tert-butoxycarbonyl)-5,6,7,8-tetrahydro-1,6-naphthyridine-2-sulfonate